COC(=O)C1=CC2=C(NC(=N2)C2(CC2)C(F)(F)F)C=C1 2-[1-(trifluoromethyl)cyclopropyl]-1H-benzimidazole-5-carboxylic acid methyl ester